BrC=1C=C(C=CC1)[C@@H](C)NC1=NC(=NC2=CC(=C(C=C12)OC)OCCCCCCCN1CCN(CC1)C(CNC1=CC=C(C=C1)C1C(NC(CC1)=O)=O)=O)C 3-(4-((2-(4-(7-((4-(((R)-1-(3-Bromophenyl)ethyl)amino)-6-methoxy-2-methyl-quinazolin-7-yl)oxy)heptyl)piperazin-1-yl)-2-oxoethyl)amino)phenyl)piperidine-2,6-dione